2-(3-(3-fluorophenyl)thiophen-2-yl)benzoic acid FC=1C=C(C=CC1)C1=C(SC=C1)C1=C(C(=O)O)C=CC=C1